C(CCC)N(C=1C=C(C(=O)NC=2C=C3C(=CNC3=CC2)C2CCN(CC2)C)C=CC1)CCCC 5-(3-(dibutylamino)benzoyl)amino-3-(1-methylpiperidin-4-yl)-1H-indole